FC(C1=CC=CC2=C1N=C(S2)N)(F)F 4-(trifluoromethyl)-1,3-benzothiazol-2-amine